7,9-dibromo-8-methoxy-5,5-dimethyl-6H-benzo[h]quinazolin-4-amine BrC1=C(C(=CC2=C1CC(C=1C(=NC=NC21)N)(C)C)Br)OC